1-bromo-3-(difluoromethoxy)-5-(methylsulfonyl)benzene BrC1=CC(=CC(=C1)S(=O)(=O)C)OC(F)F